(-)-(3R,5R)-trans-3-butyl-3-ethyl-2,3,4,5-tetrahydro-7,8-dimethoxy-5-phenyl-1,4-benzothiazepine-1,1-dioxide C(CCC)[C@@]1(CS(C2=C([C@H](N1)C1=CC=CC=C1)C=C(C(=C2)OC)OC)(=O)=O)CC